(1R,2R)-trans-2-aminocyclopentanol N[C@H]1[C@@H](CCC1)O